3,3-dimethyl-1,4-pentadiene CC(C=C)(C=C)C